methyl-4-(3-(4-(trifluoromethyl)benzyl)pyrazin-2-yl)benzenesulfonamide CC1=C(C=CC(=C1)C1=NC=CN=C1CC1=CC=C(C=C1)C(F)(F)F)S(=O)(=O)N